2-(4-bromo-3-fluorophenoxy)-1-(4-(5-(trifluoromethyl)-1,2,4-oxadiazol-3-yl)phenyl)ethan-1-one BrC1=C(C=C(OCC(=O)C2=CC=C(C=C2)C2=NOC(=N2)C(F)(F)F)C=C1)F